C(C)(C)(C)OC(=O)N[C@H](CCN(C(OCC(Cl)(Cl)Cl)=O)C)CSC1=CC=CC=C1 (R)-2,2,2-trichloroethyl (3-((tert-butoxycarbonyl)amino)-4-(phenylthio)butyl)(methyl)carbamate